P(=O)(OC1=CC=C(C=C1)C)(OC1=CC=C(C=C1)C)[O-] Di-p-tolyl phosphate